((S)-2-(3-(2-(Dimethylamino)ethyl)-5-methyl-6-oxopyridazin-1(6H)-yl)-4-methylpentanamide) Ethyl-propionate C(C)OC(CC)=O.CN(CCC1=NN(C(C(=C1)C)=O)[C@H](C(=O)N)CC(C)C)C